OC1=CC=C(OC(C(=O)O)C)C=C1 (+)-2-(4-hydroxyphenoxy)propionic acid